ClC=1C=C(C=CC1Cl)N1CC2C(C1)CN(C2)C(=O)N2C(C=CC1=CC(=CC=C21)[N+](=O)[O-])=O (5-(3,4-dichlorophenyl)octahydropyrrolo[3,4-c]pyrrole-2-carbonyl)-6-nitroquinolin-2(1H)-one